[N-]=C=O.[N-]=C=O.C1(CCC(CC1)CO)CO 4-cyclohexanedimethanol diisocyanate